(S)-2-Methyl-N-(1-(5-(2-methyl-2H-indazol-5-yl)-1H-imidazol-2-yl)-7-oxononyl)-2-azaspiro[3.5]nonan-7-carboxamid CN1CC2(C1)CCC(CC2)C(=O)N[C@@H](CCCCCC(CC)=O)C=2NC(=CN2)C2=CC1=CN(N=C1C=C2)C